5-((benzyloxy)methyl)-2-(4-chloro-8-fluoro-5-isopropoxypyrido[3,4-d]pyridazin-7-yl)-4-ethyl-2,4-dihydro-3H-1,2,4-triazol-3-one C(C1=CC=CC=C1)OCC=1N(C(N(N1)C1=C(C=2C(=C(N=NC2)Cl)C(=N1)OC(C)C)F)=O)CC